FC=1C=2N(C=C(C1)N)N=C(N2)C 8-fluoro-2-methyl-[1,2,4]triazolo[1,5-a]pyridin-6-amine